OCC12CC(C1)(C2)C2CN(C2)C(=O)OC(C)(C)C Tert-Butyl 3-[3-(hydroxymethyl)-1-bicyclo[1.1.1]pentanyl]azetidine-1-carboxylate